ClC1=CC=C(C[C@H]2CO[C@H](CN2C2CCC(CC2)C2=NN(C(=C2)C)C)CN2C(CCC2=O)=O)C=C1 1-(((2R,5S)-5-(4-Chlorobenzyl)-4-(4-(1,5-dimethyl-1H-pyrazol-3-yl)cyclohexyl)morpholin-2-yl)methyl)pyrrolidine-2,5-dion